FC1(CCC(CC1)C1=NC=NC(=C1N)C1=C(C=CC(=C1)F)F)F 4-(4,4-difluorocyclohexyl)-6-(2,5-difluorophenyl)pyrimidin-5-amine